5-(3-bromo-2-methyl-phenyl)-3-methoxy-pyrazine-2-carbonitrile BrC=1C(=C(C=CC1)C=1N=C(C(=NC1)C#N)OC)C